C(C)OC(CC#N)=O cyanoacetic acid ethylester